FC=1C=CC(=NC1)NS(=O)(=O)C1=C(C=CC=C1)NCC(=O)O ({2-[(5-fluoropyridin-2-yl)sulfamoyl]phenyl}amino)acetic acid